C(C=C)(=O)N1[C@@H](CCCC1)C1=NC(=C2N1C=CN=C2C2CC2)C2=CC=C(C(=O)NC1=NC=CC=C1)C=C2 (S)-4-(3-(1-acryloylpiperidin-2-yl)-8-cyclopropylimidazo[1,5-a]pyrazin-1-yl)-N-(pyridin-2-yl)benzamide